2-aminobenzoselenazole NC=1[Se]C2=C(N1)C=CC=C2